(S)-2-((1-(3-(4-isopropylphenyl)-1,2,4-oxadiazol-5-yl)ethyl)carbamoyl)-4-methoxypyridin-3-yl acetate C(C)(=O)OC=1C(=NC=CC1OC)C(N[C@@H](C)C1=NC(=NO1)C1=CC=C(C=C1)C(C)C)=O